1-[2-(1-methyl-1H-pyrazol-5-yl)acetyl]pyrrolidine-2-carboxamide CN1N=CC=C1CC(=O)N1C(CCC1)C(=O)N